CC1=CC=C(C=C1)S(=O)(=O)OCC1CCN(CC1)C1=NC=CC(=C1)Br [1-(4-bromo-2-pyridyl)-4-piperidyl]methyl 4-methylbenzenesulfonate